The molecule is a member of the class of barbiturates that is barbituric acid in which a hydrogen attached to a ring carbon is replaced by a hydroxy group. It derives from a barbituric acid. It is a conjugate acid of a dialurate. C1(C(=O)NC(=O)NC1=O)O